(S)-N'-((1,2,3,5,6,7-hexahydro-s-indacen-4-yl-3,3,5,5-d4)carbamoyl)-2-(2-hydroxypropan-2-yl)-thiazole-5-sulfonimidamide C1CC(C2=C(C=3C(CCC3C=C12)([2H])[2H])NC(=O)N=[S@@](=O)(N)C1=CN=C(S1)C(C)(C)O)([2H])[2H]